OC(C)(C=C)CCC=C(C)CCC=C(C)C 2-trans-nerolidol